[N-](S(=O)(=O)C(F)(F)F)S(=O)(=O)C(F)(F)F.C[NH+](C)C trimethylammonium bistrifluoromethanesulfonimide salt